5-{4-chloro-6-[(3S,5S)-3,5-dimethylpiperazin-1-yl]-1,8-naphthyridin-2-yl}-2-methylindazol-6-ol ClC1=CC(=NC2=NC=C(C=C12)N1C[C@@H](N[C@H](C1)C)C)C1=CC2=CN(N=C2C=C1O)C